N-(1-(4-((5-cyano-4-cyclohexylthiazol-2-yl)(methyl)amino)-2-cyclopropyl-8-fluoroquinolin-6-yl)azetidin-3-yl)methanesulfonamide C(#N)C1=C(N=C(S1)N(C1=CC(=NC2=C(C=C(C=C12)N1CC(C1)NS(=O)(=O)C)F)C1CC1)C)C1CCCCC1